(2-cyclopropoxy-4-fluorophenyl)(6-{2-methoxy-4-[o-(trifluoromethyl)phenyl]-1-pyrrolyl}-2-aza-2-spiro[3.3]heptyl)methanone C1(CC1)OC1=C(C=CC(=C1)F)C(=O)N1CC2(C1)CC(C2)N2C(=CC(=C2)C2=C(C=CC=C2)C(F)(F)F)OC